(1E,4E)-1,5-diphenylpenta-1,4-dien C1(=CC=CC=C1)\C=C\C\C=C\C1=CC=CC=C1